Ethyl (2R)-3-ethoxy-2-{[(1,2,3,5,6,7-hexahydro-s-indacen-4-yl)carbamoyl]oxy}propanoate C(C)OC[C@H](C(=O)OCC)OC(NC1=C2CCCC2=CC=2CCCC12)=O